o-hydroxyphenyl-phthalide OC1=C(C=CC=C1)C1OC(=O)C2=CC=CC=C12